NC=1N=C(N(C(C1I)=O)C)N1CCC2(CC1)[C@@H](C1=CC=CC=C1C2)N[S@](=O)C(C)(C)C (R)-N-((S)-1'-(4-amino-5-iodo-1-methyl-6-oxo-1,6-dihydropyrimidin-2-yl)-1,3-dihydrospiro[inden-2,4'-piperidin]-1-yl)-2-methylpropane-2-sulfinamide